(S)-(4-(4-amino-6-(6-ethynyl-5-fluoro-4-methylpyridin-3-yl)-7-methyl-7H-pyrrolo[2,3-d]pyrimidin-5-yl)phenyl)(2-ethynylpyrrolidin-1-yl)methanone NC=1C2=C(N=CN1)N(C(=C2C2=CC=C(C=C2)C(=O)N2[C@@H](CCC2)C#C)C=2C=NC(=C(C2C)F)C#C)C